C(CCCC)N1N=CC(=C1)NN=C(C=O)C=O 2-(2-(1-pentyl-1H-pyrazol-4-yl)hydrazineylidene)malonaldehyde